N-(triphenylmethyl)-5-(4'-bromomethyl-biphenyl-2-yl)tetrazole C1(=CC=CC=C1)C(N1N=NN=C1C1=C(C=CC=C1)C1=CC=C(C=C1)CBr)(C1=CC=CC=C1)C1=CC=CC=C1